3-(4-cyclopropylphenyl)sulfonyl-8-methoxy-4H-triazolo[1,5-a]quinazolin-5-one C1(CC1)C1=CC=C(C=C1)S(=O)(=O)C=1N=NN2C1NC(C1=CC=C(C=C21)OC)=O